ClC1=C(C=C(C=C1)NC(=O)N1[C@@H]2C[C@H](C[C@]1(C2)C(C)OCCS(=O)(=O)C)C)N2N=CC=N2 (1S,3R,5R)-N-(4-chloro-3-(2H-1,2,3-triazol-2-yl)phenyl)-3-methyl-1-(1-(2-(methylsulfonyl)ethoxy)ethyl)-6-azabicyclo[3.1.1]heptane-6-carboxamide